3-((1-((6-chloro-3-oxo-2,3-dihydropyridazin-4-yl)methyl)-6-oxo-4-(trifluoromethyl)-1,6-dihydropyrimidin-5-yl)oxy)-5-fluorobenzonitrile ClC=1C=C(C(NN1)=O)CN1C=NC(=C(C1=O)OC=1C=C(C#N)C=C(C1)F)C(F)(F)F